C(C)(C)(C)C1=CN=C(O1)CSC1=CN=C(S1)NC1CN(CCC1)C(=O)C1=CC=C(C=C1)NC(\C=C\CN(C)C)=O (E)-N-(4-(3-((5-(((5-(tert-butyl)oxazol-2-yl)methyl)thio)thiazol-2-yl)amino)piperidine-1-carbonyl)phenyl)-4-(dimethylamino)but-2-enamide